3-(5-((S)-3,3-difluoro-4-(piperazin-1-yl)piperidin-1-yl)-4-methylpyridin-2-yl)piperidine-2,6-dione FC1(CN(CC[C@@H]1N1CCNCC1)C=1C(=CC(=NC1)C1C(NC(CC1)=O)=O)C)F